C(C)(=O)N1CCC(CC1)C(C)N1N=CC(=C1C(=O)NC1=NC=C(C=C1C)C#CC1=CC=CC=C1)Cl 1-(1-(1-acetylpiperidin-4-yl)ethyl)-4-chloro-N-(3-methyl-5-(phenylethynyl)pyridin-2-yl)-1H-pyrazole-5-carboxamide